(3R,7S)-2-(3,4-Dichlorobenzoyl)-3-methyl-9-(1-(4-(1-methyl-1H-tetrazol-5-yl)phenyl)ethyl)-10-oxo-1,2,3,4,7,8,9,10-octahydropyrido[4',3':3,4]pyrazolo[1,5-a]pyrazine-7-carboxylic acid ClC=1C=C(C(=O)N2CC=3C(=NN4C3C(N(C[C@H]4C(=O)O)C(C)C4=CC=C(C=C4)C4=NN=NN4C)=O)C[C@H]2C)C=CC1Cl